FC(N1N=C(C=C1)C1=NC(=NC=C1CNC(C=C)=O)C1=CC=C(C=C1)F)F N-((4-(1-(difluoromethyl)-1H-pyrazol-3-yl)-2-(4-fluorophenyl)pyrimidin-5-yl)methyl)acrylamide